ClC1=C(C=CC2=C1C(OC1=NC3=C(C(N(CCO2)CC2NCCC2)=O)C=NN3C=C1)C)F 12-chloro-11-fluoro-13-methyl-5-(pyrrolidin-2-ylmethyl)-6,7-dihydro-13H-1,15-ethenopyrazolo[4,3-f][1,10,4,8]benzodioxadiazacyclotridecin-4(5H)-one